C[C@H]1NCC=2N(C1)C(=NN2)C(F)(F)F (R)-6-methyl-3-(trifluoromethyl)-5,6,7,8-tetrahydro-[1,2,4]triazolo[4,3-a]pyrazine